1-(2-phenylalanyl-thiazolo[5,4-d]pyrimidin-5-yl)-1-[2-(4-morpholinyl)ethyl]-3-(pyridin-3-yl)urea N[C@@H](CC1=CC=CC=C1)C(=O)C=1SC=2N=C(N=CC2N1)N(C(=O)NC=1C=NC=CC1)CCN1CCOCC1